C1(=CC=CC2=CC=CC=C12)C(O)C1=CC=CC2=CC=CC=C12 di-1-naphthylmethanol